5-(1-(1-methylcyclohexyloxy)ethoxycarbonyl)-bicyclo[2.2.1]Hept-2-ene CC1(CCCCC1)OC(C)OC(=O)C1C2C=CC(C1)C2